C(C1=CC=CC=C1)OCCN 2-(benzyloxy)ethylamine